1-hydroxyethyl-3-methylimidazolium bis(trifluoromethylsulfonyl)imide salt [N-](S(=O)(=O)C(F)(F)F)S(=O)(=O)C(F)(F)F.OC(C)C=1NC=C[N+]1C